D-mannosylmethyluridine C1([C@@H](O)[C@@H](O)[C@H](O)[C@H](O1)CO)C[C@@]1([C@H](O)[C@H](O)[C@@H](CO)O1)N1C(=O)NC(=O)C=C1